C(C)(=O)[C@@](C=O)(O)[C@@H](O)[C@@H](O)[C@H](O)CO 2-Acetyl-galactose